ClC1=CC=C2C=3C=CC(=CC3C(C2=C1)(C)C)N(C1=CC=CC=C1)C1=CC=CC=C1 7-chloro-9,9-dimethyl-N,N-diphenyl-9H-fluoren-2-amine